7-Nondecenoic acid C(CCCCCC=CCCCCCCCCCCC)(=O)O